sodium N-(4-ethylphenyl)sulphonamide tert-Butyl-{5-(difluoromethoxy)-1-[(4-methoxyphenyl)methyl]-1H-pyrazol-3-yl}carbamate C(C)(C)(C)N(C([O-])=O)C1=NN(C(=C1)OC(F)F)CC1=CC=C(C=C1)OC.C(C)C1=CC=C(C=C1)NS(=O)=O.[Na+]